CC1=NC(=CC(=N1)NC1=NN2C(C=C(C=C2)C2=C(C=NN2C)OC[C@@H](O)C2(CC2)C)=C1)C (1S)-2-[5-[2-[(2,6-dimethylpyrimidin-4-yl)amino]pyrazolo[1,5-a]pyridin-5-yl]-1-methyl-pyrazol-4-yl]oxy-1-(1-methylcyclopropyl)ethanol